1-(6-(4-fluorophenyl)-2,7-dimethylquinolin-4-yl)ethan-1-one FC1=CC=C(C=C1)C=1C=C2C(=CC(=NC2=CC1C)C)C(C)=O